CC(CC[C@@H](C(=O)O)NC([C@H]([C@H](CC)C)NC(=O)C1=NC=CN=C1)=O)(C)C (S)-5,5-Dimethyl-2-((2S,3S)-3-methyl-2-(pyrazine-2-carboxamido)pentanamido)hexanoic acid